(Z)-4-(4-chlorophenylsulfonyl)-3-fluorobut-2-en-1-amine ClC1=CC=C(C=C1)S(=O)(=O)C/C(=C/CN)/F